succinimidyl-4-[(succinimidomethyl)]cyclohexane-1-carbonyl-[6-cyclohexanecarboxylic acid] C1(CCC(N1C1(CCC(CC1)CN1C(CCC1=O)=O)C(=O)C1CCCCC1C(=O)O)=O)=O